ClC=1C=CC(=C(C1)C1=CC(N(C=C1OC)C(C(=O)NC1=CC=C(C(=O)O)C=C1)F)=O)C#N 4-(2-(4-(5-chloro-2-cyanophenyl)-5-methoxy-2-oxopyridin-1(2H)-yl)-2-fluoroacetamido)benzoic acid